(S)-isobutyl (2-((1-(5-(4-isopropylphenyl)-1,3,4-oxadiazol-2-yl)ethyl)carbamoyl)-4-methoxypyridin-3-yl) carbonate C(OCC(C)C)(OC=1C(=NC=CC1OC)C(N[C@@H](C)C=1OC(=NN1)C1=CC=C(C=C1)C(C)C)=O)=O